OC(C(=O)[O-])CCC(=O)[O-] 2-hydroxyglutarate